4-(1H-indol-3-yl)-3,3-dimethyl-1-tetrahydropyran-2-yl-pyrrolo[2,3-b]Pyridin-2-one N1C=C(C2=CC=CC=C12)C1=C2C(=NC=C1)N(C(C2(C)C)=O)C2OCCCC2